C1(CC1)CN1CCN(CC1)C1=NC2=C(N1C(=O)NCCC(C)C)C=CC=C2 (4-(Cyclopropylmethyl)piperazin-1-yl)-N-iso-pentyl-1H-benzo[d]imidazole-1-carboxamide